6-[(2,6-dichloro-4-pyridinyl)-difluoro-methyl]bicyclo[3.1.0]hexane-3-carboxylic acid ClC1=NC(=CC(=C1)C(C1C2CC(CC12)C(=O)O)(F)F)Cl